ferroceneacetic acid C1CCCC1.C1CCC(C1)CC(=O)O.[Fe]